FC1=C(C(=CC=C1F)I)NC(C(F)(F)F)=O N-(2,3-difluoro-6-iodophenyl)-2,2,2-trifluoroacetamide